tertbutyl (4aS,7aR)-3,4a,5,6,7,7a-hexahydro-2H-pyrrolo[3,4-b][1,4]oxazine-4-carboxylate O1[C@H]2[C@@H](N(CC1)C(=O)OC(C)(C)C)CNC2